[Si](C)(C)(C(C)(C)C)OC[C@@H]1C[C@H](CC1)O (1S,3S)-3-((tert-butyldimethylsilyloxy)methyl)cyclopentanol